C1(CC1)N1N=CC(=C1)[C@H]1O[C@H](CN(C1)C1=CC2=C(N=C(N(C2=O)C)C)C(=N1)C=1C=NC(=CC1)C(F)(F)F)C 6-((2R,6S)-2-(1-cyclopropyl-1H-pyrazol-4-yl)-6-methylmorpholino)-2,3-dimethyl-8-(6-(trifluoromethyl)pyridin-3-yl)pyrido[3,4-d]pyrimidin-4(3H)-one